[Si](C)(C)(C(C)(C)C)OCC1=CC=C(C=C1)C(C)OC(=O)N1CCN(CC1)C=1C=NN2C1C=CC(=C2)C=2C=NN(C2)C.FC(C2=CC=C(C=CC=1OC=CN1)C=C2)(F)F 2-(4-(trifluoromethyl)styryl)oxazole 1-(4-(((tert-butyldimethylsilyl)oxy)methyl)phenyl)ethyl-4-(6-(1-methyl-1H-pyrazol-4-yl)pyrazolo[1,5-a]pyridin-3-yl)piperazine-1-carboxylate